4-((3-(2-thienyl)prop-2-yn-1-yl)oxy)-4-methylcyclohexa-2,5-dien-1-one S1C(=CC=C1)C#CCOC1(C=CC(C=C1)=O)C